1-methoxy-4-((cis)-3-methoxy-1-(methoxymethyl)cyclobutyl)benzene COC1=CC=C(C=C1)C1(CC(C1)OC)COC